methyl (E)-2-(benzyloxycarbonylamino)-3-[4-(1,4-dimethyl-4-piperidyl)-2-fluoro-phenyl]prop-2-enoate C(C1=CC=CC=C1)OC(=O)N\C(\C(=O)OC)=C\C1=C(C=C(C=C1)C1(CCN(CC1)C)C)F